BrC1=C(C=C(C(=C1)Br)OC)S(=O)(=O)NC(CO)CCCC 2,4-dibromo-N-(1-hydroxyhexan-2-yl)-5-methoxybenzenesulfonamide